BrCC=1N=C(SC1)C1=CC=C(C=C1)C(F)(F)F 4-(bromomethyl)-2-(4-(trifluoromethyl)phenyl)-thiazole